benzyl (S)-2-(hydroxymethyl)-2-methylazetidine-1-carboxylate OC[C@]1(N(CC1)C(=O)OCC1=CC=CC=C1)C